2-(((benzyloxy)carbonyl)amino)-2-(3,3-difluorocyclobutyl)acetic acid C(C1=CC=CC=C1)OC(=O)NC(C(=O)O)C1CC(C1)(F)F